C(C)(C)(C)OC(N(C)C1=C(C=CC(=C1)F)[N+](=O)[O-])=O N-(5-fluoro-2-nitro-phenyl)-N-methyl-carbamic acid tert-butyl ester